COC1=C(C=C(C=N1)B(O)O)C(F)(F)F (6-methoxy-5-(trifluoromethyl)pyridin-3-yl)boronic acid